(6R)-6-[[4-(trifluoro-methylsulfonyl)phenyl]methyl]-2-aza-spiro[3.4]octane FC(S(=O)(=O)C1=CC=C(C=C1)C[C@@H]1CC2(CNC2)CC1)(F)F